N-[4-(2,4-difluorophenoxy)-3-{6-methyl-2-[(4-methylpiperazin-1-yl)methyl]-7-oxo-6,7-dihydro-1H-pyrrolo[2,3-c]pyridin-4-yl}phenyl]ethanesulfonamide FC1=C(OC2=C(C=C(C=C2)NS(=O)(=O)CC)C=2C3=C(C(N(C2)C)=O)NC(=C3)CN3CCN(CC3)C)C=CC(=C1)F